methyl 3-(4-bromophenyl)sulfanyl-5-chloro-benzoate BrC1=CC=C(C=C1)SC=1C=C(C(=O)OC)C=C(C1)Cl